7,7',7''-(((benzene-1,3,5-triyltris(oxy))tris(pentane-5,1-diyl))tris(oxy))tris(2H-chromen-2-one) C1(=CC(=CC(=C1)OCCCCCOC1=CC=C2C=CC(OC2=C1)=O)OCCCCCOC1=CC=C2C=CC(OC2=C1)=O)OCCCCCOC1=CC=C2C=CC(OC2=C1)=O